ClC=1C=C(C=CC1Cl)N1CCC2(CCN(CC2)C(=O)C2=CC(NC3=CC=CC=C23)=O)CC1 4-(9-(3,4-dichlorophenyl)-3,9-diazaspiro[5.5]undec-3-carbonyl)quinolin-2(1H)-one